(R)-8-(8-fluoro-6-methyl-2,6-diazaspiro[3.4]octane-2-yl)-6-methyl-N-(1-(methylsulfonyl)piperidin-4-yl)pyrido[3,4-d]pyrimidin-2-amine F[C@H]1CN(CC12CN(C2)C2=NC(=CC1=C2N=C(N=C1)NC1CCN(CC1)S(=O)(=O)C)C)C